2,6-bis(phenylvinyl)anthracene C1(=CC=CC=C1)C=CC1=CC2=CC3=CC=C(C=C3C=C2C=C1)C=CC1=CC=CC=C1